N-(4-(3-(3,5-dimethylisoxazol-4-yl)-5-(methylsulfonamido)phenoxy)-3,5-dimethylphenyl)-3-methoxypropanamide CC1=NOC(=C1C=1C=C(OC2=C(C=C(C=C2C)NC(CCOC)=O)C)C=C(C1)NS(=O)(=O)C)C